6-[1-(2-Fluoro-6-methyl-phenyl)-piperidin-4-yl]-7-methyl-2-(tetrahydro-pyran-2-yl)-4-(2-trifluoromethyl-benzyl)-2,4,6,7-tetrahydro-pyrazolo[4,3-d]pyrimidin-5-on FC1=C(C(=CC=C1)C)N1CCC(CC1)N1C(N(C=2C(C1C)=NN(C2)C2OCCCC2)CC2=C(C=CC=C2)C(F)(F)F)=O